The molecule is a monocarboxylic acid anion resulting from the deprotonation of the carboxy group of benazolin. It is a conjugate base of a benazolin. C1=CC2=C(C(=C1)Cl)N(C(=O)S2)CC(=O)[O-]